cyclohexylbenzene-1,3-diamine C1(CCCCC1)C1=C(C=CC=C1N)N